arginino-succinic acid N([C@@H](CCCNC(N)=N)C(=O)O)C(C(=O)O)CC(=O)O